COC1=C(CN(S(=O)(=O)C2=C(C=C(C=C2F)N2CC(CCC2)(CCC2=CC(=CC=C2)C(F)(F)F)N(C2CN(CC2)C)C)F)C2=NC=NC=C2)C=CC(=C1)OC N-(2,4-Dimethoxybenzyl)-2,6-difluoro-4-(3-(methyl(1-methylpyrrolidin-3-yl)amino)-3-(3-(trifluoromethyl)phenethyl)piperidin-1-yl)-N-(pyrimidin-4-yl)benzenesulfonamide